C(C1=CC=CC=C1)OC[C@@H]1[C@@](C1)(C1=NOC(N1)=C=O)N1C2=C(C=C1C(=O)O)C=C(S2)[C@@H]2CC(OCC2)(C)C 6-((1S,2S)-2-((benzyloxy)methyl)-1-(5-carbonyl-4,5-dihydro-1,2,4-oxadiazol-3-yl)cyclopropyl)-2-((S)-2,2-dimethyltetrahydro-2H-pyran-4-yl)-6H-thieno[2,3-b]pyrrole-5-carboxylic acid